1-(3-(3,5-difluoro-6-(((3S,4S)-4-fluoropiperidin-3-yl)amino)pyridin-2-yl)-7-methoxyimidazo[1,2-b]pyridazin-6-yl)pyrrolidin-2-one FC=1C(=NC(=C(C1)F)N[C@H]1CNCC[C@@H]1F)C1=CN=C2N1N=C(C(=C2)OC)N2C(CCC2)=O